FC1=CC=C(C(=O)NC(C)C2=[NH+]C=3CCCN(C3C=C2)C(C2=NC(=CC=C2)C)=O)C=C1 2-(1-(4-Fluorobenzamido)ethyl)-5-(6-methylpicolinoyl)-5,6,7,8-tetrahydro-1,5-naphthyridin-1-ium